BrC1=CC=C2OC=3C=CC(=CC3C(C2=C1)(C)C)N1C2=CC=CC=C2C=2C=CC=CC12 9-(7-bromo-9,9-dimethyl-9H-xanthen-2-yl)-9H-carbazole